4-bromo-1,1,1-trifluoro-butane BrCCCC(F)(F)F